N-[2-(6-chloro-4-methoxy-2-pyridyl)-2-(1-methylpyrazol-4-yl)propyl]-5-(2,4-difluorophenyl)isoxazole-3-carboxamide ClC1=CC(=CC(=N1)C(CNC(=O)C1=NOC(=C1)C1=C(C=C(C=C1)F)F)(C)C=1C=NN(C1)C)OC